tert-butyl 2-(2-((tetrahydro-2H-pyran-2-yl)oxy)-4-(trifluoromethyl)benzoyl)benzoate O1C(CCCC1)OC1=C(C(=O)C2=C(C(=O)OC(C)(C)C)C=CC=C2)C=CC(=C1)C(F)(F)F